N1-BenzylaminoImidazoquinoline C(C1=CC=CC=C1)NN1C=NC=2C=CC=3C=CC=NC3C21